(2-methoxymethoxy-5-methoxy-phenyl)(phenyl)-methanone COCOC1=C(C=C(C=C1)OC)C(=O)C1=CC=CC=C1